[Si](C)(C)(C(C)(C)C)OCCCCN1CC(CC1)C(CO)CO 2-(1-(4-((tert-butyldimethylsilyl)oxy)butyl)pyrrolidin-3-yl)propane-1,3-diol